2,6-dimethylbenzoylethoxyphenylphosphine oxide CC1=C(C(=O)P(C2=CC=CC=C2)(OCC)=O)C(=CC=C1)C